4-ethyl-catechol C(C)C=1C=C(C(O)=CC1)O